bis((4R,4aS,7aR,12bS)-3-(cyclopropylmethyl)-4a-hydroxy-7-oxo-2,3,4,4a,5,6,7,7a-octahydro-1H-4,12-methanobenzofuro[3,2-e]isoquinolin-9-yl) terephthalate C(C1=CC=C(C(=O)OC2=CC=C3C4=C2O[C@@H]2[C@]45CCN([C@@H]([C@@]5(CCC2=O)O)C3)CC3CC3)C=C1)(=O)OC1=CC=C3C2=C1O[C@@H]1[C@]25CCN([C@@H]([C@@]5(CCC1=O)O)C3)CC3CC3